2-((3,4-difluoro-2-methylphenyl)-amino)-N-(6-methoxy-2-methylpyridin-3-yl)-5-(trifluoromethyl)-benzamide FC=1C(=C(C=CC1F)NC1=C(C(=O)NC=2C(=NC(=CC2)OC)C)C=C(C=C1)C(F)(F)F)C